1-[3-fluoro-5-(2-aminoethylamino)phenyl]-3-(5-chloro-2-hydroxymethylphenyl)urea FC=1C=C(C=C(C1)NCCN)NC(=O)NC1=C(C=CC(=C1)Cl)CO